COC(=O)[C@@H]1C[C@@H](N(CC1)C(CCOCCOCCOCCOCCC(=O)O)=O)C 16-(cis-4-(methoxycarbonyl)-2-methylpiperidin-1-yl)-16-oxo-4,7,10,13-tetraoxahexadecanoic acid